1-(3-(difluoromethyl)-4-(4,4,5,5-tetramethyl-1,3,2-dioxaborolan-2-yl)phenyl)-1-(3-(trifluoromethyl)phenyl)ethanol FC(C=1C=C(C=CC1B1OC(C(O1)(C)C)(C)C)C(C)(O)C1=CC(=CC=C1)C(F)(F)F)F